ClC1=C2C3=C(NC2=C(C=C1F)NC)N=CC(=C3N3CC(CC3)CN(C)C)C=3C=C1C(C(=CN(C1=NC3)C)C(=O)O)=O 6-(5-chloro-4-(3-((dimethylamino)methyl)pyrrolidin-1-yl)-6-fluoro-8-(methylamino)-9H-pyrido[2,3-b]indol-3-yl)-1-methyl-4-oxo-1,4-dihydro-1,8-naphthyridine-3-carboxylic acid